C1[C@@H]([C@H](OC2=C1C(=CC(=C2[C@@H]3[C@@H]([C@H](OC4=CC(=CC(=C34)O)O)C5=CC(=C(C(=C5)O)O)O)O)O)O)C6=CC(=C(C=C6)O)O)O The molecule is a proanthocyanidin consisting of (+)-gallocatechin and (+)-catechin units joined by a (4beta->8)-linkage. It has a role as a metabolite. It is a hydroxyflavan, a proanthocyanidin, a polyphenol and a biflavonoid. It derives from a (+)-gallocatechin and a (+)-catechin.